(1R,3s,5S)-N-(6-(2-methoxypyridin-4-yl)benzo[d]thiazol-2-yl)-8-methyl-8-azabicyclo[3.2.1]octane-3-carboxamide COC1=NC=CC(=C1)C1=CC2=C(N=C(S2)NC(=O)C2C[C@H]3CC[C@@H](C2)N3C)C=C1